C(=O)(O)[C@@H](CC=1C=C(C=CC1)N1C(N(CC1)C=1C=C(C=CC1)C[C@H](C(=O)O)[C@@H]1CNCC1)=O)[C@@H]1CNCC1 (2S)-3-[3-[3-[3-[(2S)-2-Carboxy-2-[(3R)-pyrrolidin-3-yl]ethyl]phenyl]-2-oxo-imidazolidin-1-yl]phenyl]-2-[(3R)-pyrrolidin-3-yl]propanoic acid